5-(1,3-Dioxo-1,3-dihydro-isoindol-2-yl)-pentanal O=C1N(C(C2=CC=CC=C12)=O)CCCCC=O